tert-butyl (S)-7-fluoro-4-(2H-1,2,3-triazol-2-yl)-5-(trifluoromethyl)-2-((2-(trifluoromethyl)pyrrolidin-1-yl)sulfonyl)-1H-indole-1-carboxylate FC=1C=C(C(=C2C=C(N(C12)C(=O)OC(C)(C)C)S(=O)(=O)N1[C@@H](CCC1)C(F)(F)F)N1N=CC=N1)C(F)(F)F